methyl 2-(2-acetamido-4-(6-((4-cyano-2-fluorobenzyl) oxy) pyridin-2-yl) benzyl)-1-(2-methoxyethyl)-1H-benzo[d]imidazole-6-carboxylate C(C)(=O)NC1=C(CC2=NC3=C(N2CCOC)C=C(C=C3)C(=O)OC)C=CC(=C1)C1=NC(=CC=C1)OCC1=C(C=C(C=C1)C#N)F